methyl (2S)-6-[[(1S,3S)-3-methoxycarbonylcyclohexyl]amino]-2-methyl-5-[(2-phenylacetyl)amino]-3,4-dihydro-2H-quinoline-1-carboxylate COC(=O)[C@@H]1C[C@H](CCC1)NC=1C(=C2CC[C@@H](N(C2=CC1)C(=O)OC)C)NC(CC1=CC=CC=C1)=O